carbamate N-hexylimide C(CCCCC)N=C(N)[O-]